[14C]glutamic acid N[14C@@H](CCC(=O)O)C(=O)O